2,3,7,8-tetrachlorodibenzofuran ClC1=CC2=C(OC3=C2C=C(C(=C3)Cl)Cl)C=C1Cl